C(C)(C)NC1=CC=NC=C1 4-(isopropylamino)pyridin